(1S,2S)-2-((2-methyl-6-(3-methyl-4-((6-(pyridin-2-yl)pyrazin-2-yl)amino)isoxazol-5-yl)pyridin-3-yl)carbamoyl)cyclohexane-1-carboxylic acid CC1=NC(=CC=C1NC(=O)[C@@H]1[C@H](CCCC1)C(=O)O)C1=C(C(=NO1)C)NC1=NC(=CN=C1)C1=NC=CC=C1